ClC1=CC=C(C(=N1)C(=O)O)NC(C)C1=C2C=C(N(C(C2=CC(=C1)C)=O)CC)C1=CC=C(C=C1)F 6-chloro-3-((1-(2-ethyl-3-(4-fluorophenyl)-7-methyl-1-oxo-1,2-dihydroisoquinolin-5-yl)ethyl)amino)picolinic acid